C(CCC)OC1=CC=C(C=C1)S(=O)(=O)OC=1C=C(C=CC1)NC(=O)NC1=CC(=CC=C1)OS(=O)(=O)C1=CC=C(C=C1)OCCCC N,N'-di-[3-(p-butoxybenzenesulfonyloxy)phenyl]urea